FC(OC[C@H]1N(C[C@H](C1)OC1=CC=C(C=C1)OC(F)(F)F)C(=O)OCC1=CC=CC=C1)(F)F benzyl (2S,4S)-2-((trifluoromethoxy)methyl)-4-(4-(trifluoromethoxy)phenoxy)pyrrolidine-1-carboxylate